methyl 5-bromo-4-neopentyl-1,3a,4,8b-tetrahydrocyclopenta[b]indole-7-carboxylate BrC1=CC(=CC=2C3C(N(C12)CC(C)(C)C)C=CC3)C(=O)OC